Br.C(C)N(CCBr)CC 2-(diethylamino)ethyl bromide hydrobromide